FC(C1(NCCC1)C#N)(F)F 2-(trifluoromethyl)pyrrolidine-2-carbonitrile